OC1=C(C=C(C=C1OC)\C=C\C(C(C(\C=C\C1=CC(=C(C(=C1)OC)O)OC)=O)C(=O)OC)=O)OC 1,7-Bis(4-hydroxy-3,5-dimethoxyphenyl)-4-methoxycarbonylhepta-1E,6E-dien-3,5-dione